ClC1=C(C=C(NC2=CC=C(C(=N2)C(=O)NCC(C)(C)C)OC)C=C1)F 6-(4-chloro-3-fluoro-anilino)-N-(2,2-dimethylpropyl)-3-methoxy-pyridine-2-carboxamide